C1=C(C=CC2=CC=CC=C12)C=1N=C(NC1)C=1SC=CC1 4-(2-naphthyl)-2-(2-thienyl)imidazole